Cl[Si](C(CCN1C(NCC1)=O)CCCC)(O)Cl 1-[3-(Dichlorohydroxysilyl)heptyl]-2-imidazolidinone